ClC=1C=C2C(=CC1Cl)NC([C@]21CN(CC1)C(C[C@@H]1NCCC1)=O)=O (S)-5,6-dichloro-1'-(2-((R)-pyrrolidin-2-yl)acetyl)spiro[indoline-3,3'-pyrrolidin]-2-one